COC(=O)C=1C(=CC=CC1)C1=CC=C(C=C1)C(NC1=CC(=C(C=C1)O)NS(=O)(=O)C1=CC=C(C=C1)F)=O 4'-((3-((4-fluorophenyl)sulfonamido)-4-hydroxyphenyl)carbamoyl)-[1,1'-biphenyl]-2-carboxylic acid methyl ester